ClC1=CC(=C(C=C1C#N)NS(=O)(=O)C=1C=C(C(=O)OC)C=CC1O)N1[C@@H](CCCC1)CCCOCOCC[Si](C)(C)C methyl (S)-3-(N-(4-chloro-5-cyano-2-(2-(3-((2-(trimethylsilyl) ethoxy)methoxy) propyl) piperidin-1-yl)phenyl) sulfamoyl)-4-hydroxybenzoate